N-(4-(4-(3-(trifluoromethoxy)phenoxy)pentyl)phenyl)piperazine-1-carboxamide hydrochloride Cl.FC(OC=1C=C(OC(CCCC2=CC=C(C=C2)NC(=O)N2CCNCC2)C)C=CC1)(F)F